NCCCNC1CCC2=CC(=CC=C12)C(=O)NC1=CC=C(C=C1)S(=O)(=O)N1CCN(CC1)C1=NC(=CC(=C1)C(F)(F)F)Cl 1-(3-aminopropylamino)-N-[4-[4-[6-chloro-4-(trifluoromethyl)-2-pyridinyl]piperazin-1-yl]sulfonylphenyl]indan-5-carboxamide